ClC=1C(=NC=CC1)O[C@@H]1CN(CC1)C1=C(C#N)C=C(C=C1)OC1=CC=CC=C1 (S)-2-(3-(3-chloropyridin-2-yloxy)pyrrolidin-1-yl)-5-phenoxybenzonitrile